3-(hydroxymethyl)-6-methylpyridazin-4-ol OCC=1N=NC(=CC1O)C